BrC1=CC=C(C=C1)S(=O)(=O)C1CC1 1-bromo-4-(cyclopropanesulfonyl)benzene